C[SiH](C)C=1[CH-]C2=CC=CC=C2C1C1=CC=CC=C1 dimethylsilyl-(3-phenylindenide)